3-{[2-(2,2-difluoroethoxy)-3-fluorophenyl]amino}-2-[3-(2-methoxy-2-methylpropoxy)pyridin-4-yl]-1,5,6,7-tetrahydro-4H-pyrrolo[3,2-c]pyridin-4-one FC(COC1=C(C=CC=C1F)NC1=C(NC2=C1C(NCC2)=O)C2=C(C=NC=C2)OCC(C)(C)OC)F